bisphenol a bisphosphate P(=O)(O)(O)O.P(=O)(O)(O)O.OC1=CC=C(C=C1)C(C)(C)C1=CC=C(C=C1)O